methylanthranilate COC(C=1C(N)=CC=CC1)=O